ClC1=C(C=CC=C1)[C@]1([C@H](CCCC1)N[C@H]1CN2CCC1CC2)NC (1R,2S)-1-(2-chlorophenyl)-N1-methyl-N2-((R)-quinuclidin-3-yl)cyclohexane-1,2-diamine